trans-1,2-cyclobutanebis(methylamine) [C@@H]1([C@@H](CC1)CN)CN